C1(CCC1)NC1=NC(=NC=C1C(=O)NC1=C(C=CC=C1C)F)NC1=CC(=C(C=C1)N1CCN(CC1)C)F 4-(cyclobutylamino)-2-((3-fluoro-4-(4-methylpiperazin-1-yl)phenyl)amino)-N-(2-fluoro-6-methylphenyl)pyrimidine-5-carboxamide